CC1=CC=C(C(=O)N)C=C1 4-methyl-benzamide